1-(2-(methacryloyloxy)-3-furfuryloxy-propan-1-yl)-3-methyl-1H-imidazolium iodide [I-].C(C(=C)C)(=O)OC(CN1C=[N+](C=C1)C)COCC1=CC=CO1